C(#N)C1CN(C1)S(=O)(=O)N1C[C@H](CCC1)C(=O)N1[C@H](CCC1)C(=O)NCC=1C=NC(=NC1)C(F)(F)F 1-(((3S)-1-((3-cyano-1-azetidinyl)sulfonyl)-3-piperidinyl)carbonyl)-N-((2-(trifluoromethyl)-5-pyrimidinyl)methyl)-D-prolinamide